N(=C=O)C1=C(C=C(C=C1)N=C=O)S(=O)(=O)O 2,5-diisocyanatophenyl-sulphonic acid